CC1N(CCC2=CC=C(C=C12)N)C 1,2-dimethyl-1,2,3,4-tetrahydroisoquinoline-7-amine